fluorenylidenebinaphthol C1(C=CC=C2C3=CC=CC=C3C=C12)=C1C(C(=C2C=CC=CC2=C1)C1=CC=CC2=CC=CC=C12)O